2-amino-2-(2,3-difluorophenyl)-6-hydroxy-6-methylcyclohexan-1-one NC1(C(C(CCC1)(C)O)=O)C1=C(C(=CC=C1)F)F